CC1(CCN(CC1)C1=C(C=CC(=C1)N1CCNCC1)NC(=O)C1=NC(=NC=C1)F)C N-(2-(4,4-Dimethylpiperidin-1-yl)-4-(piperazin-1-yl)phenyl)-2-fluoropyrimidine-4-carboxamide